Br[C@H](C(=O)O)[C@@H](C(=O)O)Br (2r,3r)-2,3-dibromosuccinic acid